2-(1-(2-chloro-5-fluorophenyl)-1-(1-(2-methoxyethyl)-1H-pyrazol-4-yl)propan-2-yl)-5-hydroxy-N-(isothiazol-4-yl)-1-methyl-6-oxo-1,6-dihydropyrimidine-4-carboxamide ClC1=C(C=C(C=C1)F)C(C(C)C=1N(C(C(=C(N1)C(=O)NC=1C=NSC1)O)=O)C)C=1C=NN(C1)CCOC